C1(=CC=CC=C1)COC1=CC=C(C=C1)C[C@H](N)C(=O)O 3-(4-(phenylmethoxy)phenyl)-alanine